1-ethylhexyl 9-[3-[[3,5-bis[3-[bis[9-(1-ethylhexoxy)-9-oxo-nonyl]amino]propoxy] benzoyl]amino]propyl-[9-(1-ethylhexoxy)-9-oxo-nonyl]amino]nonanoate C(C)C(CCCCC)OC(CCCCCCCCN(CCCOC=1C=C(C(=O)NCCCN(CCCCCCCCC(=O)OC(CCCCC)CC)CCCCCCCCC(=O)OC(CCCCC)CC)C=C(C1)OCCCN(CCCCCCCCC(OC(CCCCC)CC)=O)CCCCCCCCC(OC(CCCCC)CC)=O)CCCCCCCCC(OC(CCCCC)CC)=O)=O